CC/C=C\\C/C=C\\CC(=O)/C=C/C=C\\C/C=C\\C/C=C\\CCC(=O)[O-] The molecule is a polyunsaturated hydroxy-fatty acid anion that is the conjugate base of 14-oxo-DoHE, arising from deprotonation of the carboxylic acid function; major species at pH 7.3. It has a role as a human xenobiotic metabolite. It is a long-chain fatty acid anion, a polyunsaturated fatty acid anion, an oxo fatty acid anion and an oxodocosahexaenoate. It is a conjugate base of a 14-oxo-DoHE.